2-(2H-benzotriazol-2-yl)-4,6-di-t-amylphenol N=1N(N=C2C1C=CC=C2)C2=C(C(=CC(=C2)C(C)(C)CC)C(C)(C)CC)O